C(C)(=O)O.C(C)(=O)O.CC1=CC=C(C=C1)I p-methyl-iodobenzene diacetate